C1(CC1)NCCN1N=C2N(C(N(CC2=C1)C1CCN(CC1)C1=C(C=CC=C1C)F)=O)CC1=C(C=CC=C1)C(F)(F)F 2-(2-cyclopropylamino-ethyl)-5-[1-(2-fluoro-6-methyl-phenyl)-piperidin-4-yl]-7-(2-trifluoromethyl-benzyl)-2,4,5,7-tetrahydro-pyrazolo[3,4-d]pyrimidin-6-one